2,4-Difluoro-N-(2-methoxy-5-(4-(piperazin-1-yl)quinazolin-6-yl)pyridin-3-yl)benzenesulfonamide trifluoroacetate FC(C(=O)O)(F)F.FC1=C(C=CC(=C1)F)S(=O)(=O)NC=1C(=NC=C(C1)C=1C=C2C(=NC=NC2=CC1)N1CCNCC1)OC